N-tetradecyl-2-methyl-3-hydroxymethylpyridin-4-one C(CCCCCCCCCCCCC)N1C(=C(C(C=C1)=O)CO)C